4-((3-chlorobenzyl)amino)-6-(3,5-dimethylisoxazol-4-yl)-N-(1-methylazetidin-3-yl)quinazoline-2-carboxamide ClC=1C=C(CNC2=NC(=NC3=CC=C(C=C23)C=2C(=NOC2C)C)C(=O)NC2CN(C2)C)C=CC1